1-(1-methylazetidin-3-yl)indolin-6-amine CN1CC(C1)N1CCC2=CC=C(C=C12)N